O(S(=O)(=O)C(F)(F)F)C=1C=C2C=CN3C(C2=CC1)=CC=NC3 pyrimido[6,1-a]isoquinolin-9-yl triflate